C(C)N1C(NC2=CC(=CC=C2C1=O)CN1CCN(CC1)C=1C=C(C(=NC1)C(=O)NC)F)=O 5-(4-((3-ethyl-2,4-dioxo-1,2,3,4-tetrahydroquinazolin-7-yl)methyl)piperazin-1-yl)-3-fluoro-N-methylpyridinecarboxamide